FC(N1CS(C2=C1C=CC=C2)=[Se])F N-difluoromethylbenzothiazoleselenone